ClC=1C=C(C(=O)NC2=C3C(N(C=NC3=CC=C2)CC2=CC=C(C=C2)C(F)(F)F)=O)C=C(C1O)Cl 3,5-dichloro-4-hydroxy-N-(4-oxo-3-(4-(trifluoromethyl)benzyl)-3,4-dihydroquinazolin-5-yl)benzamide